C(=O)=C1C(C(C(=NC1)C1=NC=CC=C1)=C=O)=C=O tricarbonyl-2,2'-bipyridyl